benzyl (3S,4R)-4-hydroxy-3-(tritylamino)piperidine-1-carboxylate O[C@H]1[C@H](CN(CC1)C(=O)OCC1=CC=CC=C1)NC(C1=CC=CC=C1)(C1=CC=CC=C1)C1=CC=CC=C1